tert-Butyl ((S)-(7-((S)-2-cyclopropoxy-1-((3-(1,3-dioxoisoindolin-2-yl)-2,2-difluoropropyl)amino)ethyl)imidazo[1,2-b]pyridazin-2-yl)(4,4-difluorocyclohexyl)methyl)carbamate C1(CC1)OC[C@@H](NCC(CN1C(C2=CC=CC=C2C1=O)=O)(F)F)C1=CC=2N(N=C1)C=C(N2)[C@H](C2CCC(CC2)(F)F)NC(OC(C)(C)C)=O